C(C)(C)(C)OC(NC\C=C(\CN1C=NC2=C1C=C(C=C2Br)C#N)/F)=O (Z)-(4-(4-bromo-6-cyano-1H-benzo[d]imidazol-1-yl)-3-fluorobut-2-en-1-yl)carbamic acid tert-butyl ester